COC=1C=C2CCN3[C@@H](C2=CC1OC)C[C@H]([C@@H](C3)CC(C)C)COC(=O)NCCCC(=O)O 4-[({[(2R,3S,11bR)-9,10-dimethoxy-3-(2-methylpropyl)-1H,2H,3H,4H,6H,7H,11bH-pyrido[2,1-a]isoquinolin-2-yl]methoxy}carbonyl)amino]butanoic acid